C1(=CC=CC=C1)C(C1=CC=CC=C1)N(C1=NC(=C(C(N1C)=O)OC)C1=NC2=C(N1C)C=CC=C2)C 2-[(diphenylmethyl)(methyl)amino]-5-methoxy-3-methyl-6-(1-methyl-1H-1,3-benzodiazol-2-yl)-3,4-dihydropyrimidin-4-one